CN(CC#CC(=O)N1CC(C1)C(=O)N1CCC(CC1)N1N=CC(=C1)C=1C=C(C=2N(C1)N=CC2C#N)OC)C 6-(1-(1-(1-(4-(dimethylamino)but-2-ynoyl)azetidine-3-carbonyl)piperidin-4-yl)-1H-pyrazol-4-yl)-4-methoxypyrazolo[1,5-a]pyridine-3-carbonitrile